ClC1=C(C=C(C=C1)C(CCCCN(C([C@H]([C@H]([C@@H]([C@H](CO)O)O)O)O)=O)CCS(=O)(=O)CC)C)CNC1(CC1)C=1C=NC=CC1C1=C(C=CC=C1)OC1CC1 (2S,3S,4R,5S)-N-(5-{4-chloro-3-[({1-[4-(2-cyclopropoxyphenyl)pyridin-3-yl]cyclopropyl}amino)methyl]phenyl}hexyl)-N-[2-(ethanesulfonyl)ethyl]-2,3,4,5,6-pentahydroxyhexanamide